2-[(4-{5-[(2,4-dimethylphenoxy)methyl]furan-2-carbonyl}piperazin-1-yl)methyl]-1-[(1-ethyl-1H-imidazol-5-yl)methyl]-1H-1,3-benzodiazole-6-carboxylic acid CC1=C(OCC2=CC=C(O2)C(=O)N2CCN(CC2)CC2=NC3=C(N2CC2=CN=CN2CC)C=C(C=C3)C(=O)O)C=CC(=C1)C